4-methyl-5-methylene-4-(m-tolyl)-1,3-dioxolan-2-one CC1(OC(OC1=C)=O)C=1C=C(C=CC1)C